C(=C)C1=NNC2=CC=CC=C12 3-vinyl-indazole